N[C@H]1[C@@H](C2=C(N(C1=O)CC)N(N=C2)C2=CC=CC=C2)C=2C=C(C=CC2)N(C(\C(=C\C)\CN2CCN(CC2)C2COC2)=O)C (E)-N-(3-((4R,5S)-5-amino-7-ethyl-6-oxo-1-phenyl-4,5,6,7-tetrahydro-1H-pyrazolo[3,4-b]pyridin-4-yl)phenyl)-N-methyl-2-((4-(oxetan-3-yl)piperazin-1-yl)methyl)but-2-enamide